1-(3-(6-chloro-3-(1H-imidazol-1-yl)-5-methoxy-1-methyl-1H-pyrrolo[3,2-b]pyridin-2-yl)-1H-1,2,4-triazol-5-yl)-2-methoxy-N,N-dimethylethan-1-amine ClC=1C=C2C(=NC1OC)C(=C(N2C)C2=NNC(=N2)C(COC)N(C)C)N2C=NC=C2